(1R,4R)-5-(8-((4-(difluoromethoxy)phenyl)sulfonyl)-8-azaspiro[4.5]decan-2-yl)-2-oxa-5-azabicyclo[2.2.1]heptane FC(OC1=CC=C(C=C1)S(=O)(=O)N1CCC2(CCC(C2)N2[C@H]3CO[C@@H](C2)C3)CC1)F